C(CCC)OCCCC dibutylether